C(#N)C1=C(C=CC=C1)[C@@H]([C@H](C)C=1N(C(C(=C(N1)C(=O)NC=1C=NOC1)O)=O)C)C=1C(=NNC1C)C 2-((1r,2s)-1-(2-cyanophenyl)-1-(3,5-dimethyl-1H-pyrazol-4-yl)propan-2-yl)-5-hydroxy-N-(isoxazol-4-yl)-1-methyl-6-oxo-1,6-dihydropyrimidine-4-carboxamide